(1-isocyanato-5,6,7,8-tetrahydronaphthalen-2-yl)-2-methoxypyridine N(=C=O)C1=C(C=CC=2CCCCC12)C=1C(=NC=CC1)OC